(S)-5-chloro-N-(1-cyclopropyl-2,2,2-trifluoroethyl)-7-methylpyrazolo[1,5-a]Pyrimidine-3-carboxamide ClC1=NC=2N(C(=C1)C)N=CC2C(=O)N[C@H](C(F)(F)F)C2CC2